butylenebiscaprylic acid amide C(CCCCCCCCCCC(=O)N)CCCCCCCC(=O)N